(S)-4-methoxy-2-((1-methylpyrrolidin-2-yl)methoxy)-5,6,7,8-tetrahydropyrido[3,4-d]pyrimidine trifluoroacetate salt FC(C(=O)O)(F)F.COC=1C2=C(N=C(N1)OC[C@H]1N(CCC1)C)CNCC2